N-((5-chloro-8-hydroxyquinolin-7-yl)(3-chlorophenyl)methyl)butyramide ClC1=C2C=CC=NC2=C(C(=C1)C(NC(CCC)=O)C1=CC(=CC=C1)Cl)O